amino-3-(thiophen-3-yl)propionic acid NC(C(=O)O)CC1=CSC=C1